C1(=C2N(C=N1)CCC2)C(C(=O)NC=2SC=CN2)N2N=C1C=C(C=C(C1=C2)F)C#CC2=CC=C(C=C2)CN2CCC(CC2)O 2-(6,7-Dihydro-5H-pyrrolo[1,2-c]imidazol-1-yl)-2-(4-fluoro-6-((4-((4-hydroxypiperidin-1-yl)methyl)phenyl)ethynyl)-2H-indazol-2-yl)-N-(thiazol-2-yl)acetamide